C(#N)C[C@@H]1N(CCN(C1)C=1C2=C(N=C(N1)OC[C@H]1N(CCC1)C)CN(CC2)C2=CC=CC1=CC=CC(=C21)C([2H])([2H])[2H])C(=O)OCC2=CC=CC=C2 benzyl (S)-2-(cyanomethyl)-4-(7-(8-(methyl-d3)naphthalen-1-yl)-2-(((S)-1-methylpyrrolidin-2-yl) methoxy)-5,6,7,8-tetrahydropyrido[3,4-d]pyrimidin-4-yl)piperazine-1-carboxylate